NC1=NC(=C(C=2C1=CN(N2)CC2=NC=CC=C2)Br)C=2C=C(C#N)C=CC2 3-(4-amino-7-bromo-2-(pyridin-2-ylmethyl)-2H-pyrazolo[4,3-c]pyridin-6-yl)benzonitrile